ClC=1C=CC=C2NC=3CC(CC(C3C(C12)=O)=O)C1CC1 8-chloro-3-cyclopropyl-3,4-dihydroacridine-1,9(2H,10H)-dione